2-[2-(4-Chlorophenyl)ethyl]benzimidazole ClC1=CC=C(C=C1)CCC=1NC2=C(N1)C=CC=C2